4-((4-(((3-(N-Methylmethylsulfonamido)pyrazin-2-yl)methyl)amino)-5-(trifluoro-methyl)pyrimidin-2-yl)amino)benzoic acid CN(S(=O)(=O)C)C=1C(=NC=CN1)CNC1=NC(=NC=C1C(F)(F)F)NC1=CC=C(C(=O)O)C=C1